C(C)(C)(C)OC(CN1C(=NC2=C1C(=CC=C2C(=O)O)Cl)C)=O 1-[2-(tert-Butoxy)-2-oxoethyl]-7-chloro-2-methyl-1H-1,3-benzodiazole-4-carboxylic acid